N-(3,4-dichloro-2-fluorophenyl)-7-(((1S,5R)-3-methyl-3-azabicyclo[3.1.0]hexan-1-yl)ethynyl)-6-nitroquinazolin-4-amine ClC=1C(=C(C=CC1Cl)NC1=NC=NC2=CC(=C(C=C12)[N+](=O)[O-])C#C[C@]12CN(C[C@@H]2C1)C)F